C(C=1C(C(=O)O)=CC(C(=O)O)=CC1)(=O)OC(C=1C=C(C(C(=O)OC(C=2C(C(=O)O)=CC(C(=O)O)=CC2)=O)=CC1)C(=O)O)=O bis-trimellitic dianhydride